N[C@@H](CCCCN)C(=O)O Trans-lysin